CITRONELLAL CC(C)=CCCC(C)CC=O